N,N-dimethyl-1-(2-(pyrimidin-2-ylthio)phenyl)piperidin-4-amine CN(C1CCN(CC1)C1=C(C=CC=C1)SC1=NC=CC=N1)C